(4-methylphenyl)-1H-benzo[d]imidazole CC1=CC=C(C=C1)N1C=NC2=C1C=CC=C2